Cl.C(CCCCCCCCC)C1=CC=C(C=C1)C1=NOC(=N1)CNC(=O)[C@H]1NC[C@@H](C1)O (2S,4R)-N-((3-(4-decylphenyl)-1,2,4-oxadiazol-5-yl)methyl)-4-hydroxypyrrolidine-2-carboxamide hydrochloride